CN(C1=NC(=NC(=C1)N1CC2(CCC1)CCCCC2)C(F)(F)F)CC2CN(C2)S(=O)(=O)C N-methyl-N-((1-(methylsulfonyl)azetidin-3-yl)methyl)-6-(2-azaspiro[5.5]undecan-2-yl)-2-(trifluoromethyl)pyrimidin-4-amine